C(C)(C)(C)OC(=O)N1CC2=CC(=CC=C2[C@H](C1)C)Br (4R)-7-bromo-4-methyl-3,4-dihydro-1H-isoquinoline-2-carboxylic acid tert-butyl ester